4,5-bis(methyl-d3)-2-(6-(methyl-d3)-[1,1'-biphenyl]-3-yl)pyridine 1-cyclopropyl-5-methyl-1H-pyrazole-4-carboxylate C1(CC1)N1N=CC(=C1C)C(=O)O.C(C1=CC(=NC=C1C([2H])([2H])[2H])C=1C=C(C(=CC1)C([2H])([2H])[2H])C1=CC=CC=C1)([2H])([2H])[2H]